N-(4-(3,8-diazabicyclo[3.2.1]octan-3-yl)-2-fluorophenyl)-7-methoxy-2-methylimidazo[1,2-a]pyridine-6-carboxamide C12CN(CC(CC1)N2)C2=CC(=C(C=C2)NC(=O)C=2C(=CC=1N(C2)C=C(N1)C)OC)F